2-[3-(5-fluoro-6-methyl-2-pyridyl)-1H-pyrazol-4-yl]-7-(4,5,6,7-tetrahydro-3H-imidazo[4,5-c]pyridin-2-yl)-1,5-naphthyridine FC=1C=CC(=NC1C)C1=NNC=C1C1=NC2=CC(=CN=C2C=C1)C1=NC2=C(CNCC2)N1